(S,E)-3,7,11-trimethyldodeca-1,6,10-trien-3-ol C[C@@](C=C)(CC\C=C(\CCC=C(C)C)/C)O